6-methyl-3-nitro-5,6,7,8-tetrahydroquinoline CC1CC=2C=C(C=NC2CC1)[N+](=O)[O-]